BrC=1C(N(C(C1Br)=O)CCCCCC(=O)O)=O 6-(3,4-dibromo-2,5-dioxo-2,5-dihydro-1H-pyrrol-1-yl)hexanoic acid